racemic-tert-butyl 2-[4-[1-(2,6-dioxo-3-piperidyl)-3,4-dihydro-2H-quinolin-5-yl]-1-piperidyl]acetate O=C1NC(CC[C@H]1N1CCCC2=C(C=CC=C12)C1CCN(CC1)CC(=O)OC(C)(C)C)=O |r|